2-{6-cyclopropyl-4-[2-(4-methyl-1,2,4-triazol-3-yl)phenyl]Pyridin-2-yl}-5-{[(3R)-3-methylpiperidin-1-yl]Methyl}-7-(trifluoromethyl)-1,3-benzoxazole C1(CC1)C1=CC(=CC(=N1)C=1OC2=C(N1)C=C(C=C2C(F)(F)F)CN2C[C@@H](CCC2)C)C2=C(C=CC=C2)C2=NN=CN2C